5-hydroxy-hydantoin OC1C(NC(N1)=O)=O